tri-manganese oxide [O-2].[Mn+2].[Mn+2].[Mn+2].[O-2].[O-2]